7-((2S,3S,4R,5R)-4-(Benzyloxy)-5-((benzyloxy)methyl)-3-chlorotetrahydrofuran-2-yl)-4-phenoxythieno[3,2-d]pyrimidine C(C1=CC=CC=C1)O[C@H]1[C@H]([C@@H](O[C@@H]1COCC1=CC=CC=C1)C1=CSC2=C1N=CN=C2OC2=CC=CC=C2)Cl